C(#N)C1=C(C(=CC=C1)SC)NC(OCC)=O Ethyl [2-cyano-6-(methylsulfanyl)phenyl]carbamate